1-(5-(5-fluoro-6-methoxypyridin-3-yl)pyrazolo[1,5-A]pyridin-2-yl)-3-(2-(pyrimidin-2-ylamino)ethyl)urea FC=1C=C(C=NC1OC)C1=CC=2N(C=C1)N=C(C2)NC(=O)NCCNC2=NC=CC=N2